N-[[3-[[3-[(5-chlorothiophen-2-yl)sulfonylamino]-4-methoxyindazol-1-yl]methyl]phenyl]methyl]-2-hydroxy-2-methylpropanamide ClC1=CC=C(S1)S(=O)(=O)NC1=NN(C2=CC=CC(=C12)OC)CC=1C=C(C=CC1)CNC(C(C)(C)O)=O